CC1(CCN(CC1)C=1C=2N(C=C(N1)C=1C=NN(C1)C)N=CC2)CNC(=O)C2=NOC(=N2)C2(CC2)C N-((4-methyl-1-(6-(1-methyl-1H-pyrazol-4-yl)pyrazolo[1,5-a]pyrazin-4-yl)piperidin-4-yl)methyl)-5-(1-methylcyclopropyl)-1,2,4-oxadiazole-3-carboxamide